O1COC2=C1C=CC(=C2)CNC2=NC(=NC(=C2)C2=CC(=CC=C2)OC)N N4-(benzo[d][1,3]dioxol-5-ylmethyl)-6-(3-methoxyphenyl)pyrimidine-2,4-diamine